ClC=1C=CC=C2CCN(C12)C(C)C1=CC(=CN2C1=NC(=CC2=O)N2CCOCC2)C(=O)N2C[C@@H](CC2)N(C)C 9-(1-(7-chloroindolin-1-yl)ethyl)-7-((R)-3-(dimethylamino)pyrrolidine-1-carbonyl)-2-morpholino-4H-pyrido[1,2-a]pyrimidin-4-one